C(CCCCCC)OC(CCCC/C=C/CCO)OCCCCCCC (3E)-9,9-diheptoxy-3-nonen-1-ol